P([O-])N Phosphonamidite